OCCOC1=CC=C(C=C1)C1(C=CC=C2C1=CC1=CC=3C=CC=CC3C1=C2)C2=CC=C(C=C2)OCCO 9,9-bis(4-(2-hydroxyethoxy)phenyl)-benzo[b]fluorene